N-propyl-N-decylaniline C(CC)N(C1=CC=CC=C1)CCCCCCCCCC